(3-bromo-5-chlorophenyl)(4-methyl-4H-1,2,4-triazol-3-yl)methanol BrC=1C=C(C=C(C1)Cl)C(O)C1=NN=CN1C